(S)-1-((S)-3-ethylpyrrolidine-1-yl)propane (3S)-3-({N-[(4-methoxy-1H-indol-2-yl)carbonyl]-L-leucyl}amino)-2-oxo-4-[(3S)-2-oxopyrrolidin-3-yl]butyl-(2R)-1-methylpiperidine-2-carboxylate COC1=C2C=C(NC2=CC=C1)C(=O)N[C@@H](CC(C)C)C(=O)N[C@H](C(COC(=O)[C@@H]1N(CCCC1)C)=O)C[C@H]1C(NCC1)=O.C(C)[C@@H]1CN(CC1)CCC